OC1C2C3C=CC(C2C=C1)C3 3-hydroxytricyclo[5.2.1.02,6]Deca-4,8-diene